FC(C1=NN=C(O1)C=1C=CC(=NC1)C)F 5-[5-(difluoromethyl)-1,3,4-oxadiazol-2-yl]-2-methylpyridine